ClC(CCCOCOCOCCCC(C)Cl)C 4-chloropentyloxymethyl ether